bicyclo[2.2.1]hept-5-ene-2-carboxylic acid, (3aR,4R,7R,7aR)-3a,4,5,6,7,7a-hexahydro-4,7-methano-1H-inden-5-yl ester C12C(CC(C=C1)C2)C(=O)OC2[C@H]1[C@@H]3C=CC[C@@H]3[C@@H](C2)C1